[Si](C)(C)(C(C)(C)C)OCCC1=NC=C(C=C1)[N+](=O)[O-] 2-(2-((tert-butyldimethylsilyl)oxy)ethyl)-5-nitropyridine